rel-(1s,3S,16R,19s)-6(R)-fluoro-6-(trifluoromethyl)-8',18'-dioxa-11'-azaspiro[morpholine-3,15'-tetracyclo[17.2.2.02,7.011,16]tricosane] F[C@@]1(OC[C@@]2(CCCN3CCOC4CCCCC4C4CCC(OCC23)CC4)NC1)C(F)(F)F |o1:4|